CC1=NC=CC(=C1)CCCO 3-(2-methyl-pyridin-4-yl)-propan-1-ol